5-chloro-4-(4-(methylsulfonyl)piperazin-1-yl)-7-nitroquinolin-8-ol ClC1=C2C(=CC=NC2=C(C(=C1)[N+](=O)[O-])O)N1CCN(CC1)S(=O)(=O)C